N-((7-chloroquinoxalin-6-yl)methyl)-4-(1,4-diazepin-1-yl)-5-fluoropyridin-3-amine ClC1=C(C=C2N=CC=NC2=C1)CNC=1C=NC=C(C1N1C=CN=CC=C1)F